nonyl (4-hydroxy-3-methylphenyl) sulfide OC1=C(C=C(C=C1)SCCCCCCCCC)C